azidoamine hydrochloride Cl.N(=[N+]=[N-])N